3-(3-(cyclopropylmethyl)-7-((3,3-difluoro-1-methylpiperidin-4-yl)amino)benzofuran-2-yl)prop-2-yn C1(CC1)CC1=C(OC2=C1C=CC=C2NC2C(CN(CC2)C)(F)F)C#CC